C(C=C)(=O)OC(C(C)O)S(=O)(=O)O acryloxy-2-hydroxypropanesulfonic acid